5-((3-(8-(((3S,4R)-3-fluoro-1-methylpiperidin-4-yl)amino)-3-(2,2,2-trifluoroethyl)indolizin-2-yl)prop-2-yn-1-yl-1,1-d2)amino)-6-methoxy-N-methylpicolinamide F[C@H]1CN(CC[C@H]1NC1=CC=CN2C(=C(C=C12)C#CC([2H])([2H])NC=1C=CC(=NC1OC)C(=O)NC)CC(F)(F)F)C